C(C(=C)C)(=O)N.[Li] lithium methacrylamide